CC1=C(N=CO1)C(=O)NCC1=CC=C(C=C1)NC(OCC1=CC=C(C=C1)Cl)=O 4-chlorobenzyl (4-((5-methyloxazole-4-carboxamido)meth-yl)phenyl)carbamate